Lithium Phosphorodifluoridate P([O-])(=O)(F)F.[Li+]